BrC1=CC(=C(S1)CNC(OC(C)(C)C)=O)Cl tert-butyl ((5-bromo-3-chlorothiophen-2-yl)methyl)carbamate